BrC1=CC(=NC=C1)C(C(C)C)N 1-(4-bromo-2-pyridyl)-2-methylpropan-1-amine